3,4-dichlorothiophene-2-sulfonyl chloride ClC1=C(SC=C1Cl)S(=O)(=O)Cl